Br\C(=C(\C(F)(F)F)/F)\F (Z)-1-bromopentafluoropropene